C(#N)N1[C@H](C[C@H](C1)OC)C(=O)N(C1=CC=C(C=C1)S(F)(F)(F)(F)F)C(C(=O)NCC1(CN(CCC1)C(=O)OC(C)(C)C)C)C=1C=NC=CC1 tert-butyl 3-[[[2-[N-[(2R,4R)-1-cyano-4-methoxy-pyrrolidine-2-carbonyl]-4-(pentafluoro-λ6-sulfanyl)anilino]-2-(3-pyridyl)acetyl]amino]methyl]-3-methyl-piperidine-1-carboxylate